Ethyl 3-(N-((2,6-diisopropylphenyl)carbamoyl)sulfamoyl)-1-methyl-1H-pyrazole-5-carboxylate, Sodium Salt [Na].C(C)(C)C1=C(C(=CC=C1)C(C)C)NC(=O)NS(=O)(=O)C1=NN(C(=C1)C(=O)OCC)C